CNC(C)C1=CN=C(C2=CC=CC=C12)OCC1=NN(C=N1)C N-methyl-1-(1-((1-methyl-1H-1,2,4-triazol-3-yl)methoxy)isoquinolin-4-yl)ethylamine